[N+](=O)([O-])C1=C(C(=CC(=C1)[N+](=O)[O-])[N+](=O)[O-])O anti-2,4,6-trinitrophenol